ClC1=C(C=NC(=C1)C1CC1)S(=O)(=O)N(C)CC1=C(C=C(C=C1)OC)OC 4-chloro-6-cyclopropyl-N-(2,4-dimethoxybenzyl)-N-methylpyridine-3-sulfonamide